2,4-DICHLORO-N-(3-FORMYL-PHENYL)-BENZAMIDE ClC1=C(C(=O)NC2=CC(=CC=C2)C=O)C=CC(=C1)Cl